CC(C=O)=CCCC=C(C)C 2,7-dimethylocta-2,6-dienal